(R)-3-amino-1-(2-((6-amino-9H-purin-9-yl)methyl)-4-fluoro-3-(piperidin-1-ylmethyl)phenyl)-N-cyclopropylpyrrolidine-3-carboxamide N[C@]1(CN(CC1)C1=C(C(=C(C=C1)F)CN1CCCCC1)CN1C2=NC=NC(=C2N=C1)N)C(=O)NC1CC1